ClC1=CC(=C2C=CN(C2=C1)S(=O)(=O)C1=CC=C(C)C=C1)NC(OC(C)(C)C)=O tert-butyl (6-chloro-1-tosyl-1H-indol-4-yl)carbamate